C(CCCCCCC)(=O)OC[C@@H](OC(CCCCCCC)=O)CO 1,2-dicaprylyl-sn-glycerol